4-amino-1,3-dihydro-benzimidazol-2-one NC1=CC=CC=2NC(NC21)=O